C(C)C1(C2=CC=CC=C2NC=2C=CC(=CC12)CNC)CC 1-(9,9-diethyl-9,10-dihydroacridin-2-yl)-N-methylmethanamine